(S)-N-((S)-1-(6-chloro-2-oxo-1,2-dihydroquinolin-3-yl)ethyl)-2-methylpropan-2-sulfinamide ClC=1C=C2C=C(C(NC2=CC1)=O)[C@H](C)N[S@@](=O)C(C)(C)C